7-chloro-3,4-dihydronaphthalen-1-yl diethylaminoformate C(C)N(CC)C(=O)OC1=CCCC2=CC=C(C=C12)Cl